ClCCCC(=O)N1C2=C(CCC3=C1C=CC=C3)C=CC(=C2)Cl 4-chloro-1-(3-chloro-10,11-dihydro-5H-dibenzo[b,f]azepin-5-yl)butan-1-one